[N+](=O)([O-])C=1C=NC2=CN=CC=C2C1O 3-Nitro-1,7-naphthyridin-4-ol